7-(quinolin-7-ylamino)-4-(trifluoromethyl)-2H-benzopyran-2-one N1=CC=CC2=CC=C(C=C12)NC1=CC2=C(C(=CC(O2)=O)C(F)(F)F)C=C1